2-((3-(2-(diallylamino)ethyl)-1H-indol-6-yl)oxy)-6-(hydroxymethyl)tetrahydro-2H-pyran-3,4,5-triol C(C=C)N(CCC1=CNC2=CC(=CC=C12)OC1OC(C(C(C1O)O)O)CO)CC=C